C(C)N1C2=NC(=NC(=C2N=C1)N1CCOCC1)N1N=C2C(=C1)C=1C=CC=CC1CO2 2-(9-ethyl-6-morpholino-9H-purin-2-yl)-2,5-dihydroisochromeno[3,4-c]pyrazole